N1(N=CC=C1)CC=1C=CC(=C(C1)C1=NN=C(S1)NC(OC(C)(C)C)=O)OC tert-Butyl (5-(5-((1H-pyrazol-1-yl)methyl)-2-methoxyphenyl)-1,3,4-thiadiazol-2-yl)carbamate